cyclobutyl(4-(((2R,3R,4R,5S)-3,4,5-trihydroxy-2-methylpiperidin-1-yl)methyl)piperidin-1-yl)methanone C1(CCC1)C(=O)N1CCC(CC1)CN1[C@@H]([C@H]([C@@H]([C@H](C1)O)O)O)C